NC1=NC2=CC(=CC=C2C(=N1)N1CCC(CC1)O)Br 1-(2-amino-7-bromoquinazolin-4-yl)piperidin-4-ol